CN1C(N(C2=C1C(=CC=C2)OCC2CCNCC2)C2C(NC(CC2)=O)=O)=O 3-(3-methyl-2-oxo-4-(piperidin-4-ylmethoxy)-2,3-dihydro-1H-benzo[d]imidazol-1-yl)piperidine-2,6-dione